ClC=1C(=CC=C2N=CC(=NC12)C=1C(=NN(C1)C1CCNCC1)C)OC1=CC2=C(N=C(N2)C)C=C1 8-chloro-7-[(2-methyl-3H-benzimidazol-5-yl)oxy]-2-[3-methyl-1-(4-piperidinyl)pyrazol-4-yl]quinoxaline